CC1=C(C=CC=C1C)C1CCN(CC1)C(CN1N=C(C=2CCCCC12)C(=O)N1CCC(CC1)(O)CF)=O 1-(4-(2,3-dimethylphenyl)piperidin-1-yl)-2-(3-(4-(fluoromethyl)-4-hydroxypiperidine-1-carbonyl)-4,5,6,7-tetrahydro-1H-indazol-1-yl)ethanone